6,7-dihydroxy-7-(4-(((s)-1,4,7,10-tetrakis(2-(tert-butoxy)-2-oxoethyl)-1,4,7,10-tetraazacyclododecan-2-yl)methyl)phenyl)heptanoic acid OC(CCCCC(=O)O)C(C1=CC=C(C=C1)C[C@@H]1N(CCN(CCN(CCN(C1)CC(OC(C)(C)C)=O)CC(OC(C)(C)C)=O)CC(OC(C)(C)C)=O)CC(=O)OC(C)(C)C)O